4-(4-nitrophenyl)thiazol-2-amine [N+](=O)([O-])C1=CC=C(C=C1)C=1N=C(SC1)N